C12[C@H](CC(C=C1)C2)NC(C2=CC(=CC=C2)Cl)=O N-((2S)-bicyclo[2.2.1]hept-5-en-2-yl)-3-chlorobenzamide